3-((3-(benzyloxy)azetidin-1-yl)carbonyl)-1,5,7-trimethyl-1,5-dihydro-4H-pyrrolo[3,2-c]pyridin-4-one C(C1=CC=CC=C1)OC1CN(C1)C(=O)C1=CN(C2=C1C(N(C=C2C)C)=O)C